tert-butyl (R)-7-((2-allyl-1-(6-(2-hydroxypropan-2-yl)pyridin-2-yl)-3-oxo-2,3-dihydro-1H-pyrazolo[3,4-d]pyrimidin-6-yl)amino)-1,4,4-trimethyl-3,4-dihydro-isoquinoline-2(1H)-carboxylate C(C=C)N1N(C2=NC(=NC=C2C1=O)NC1=CC=C2C(CN([C@@H](C2=C1)C)C(=O)OC(C)(C)C)(C)C)C1=NC(=CC=C1)C(C)(C)O